NC1=CC=C(C(=O)NN(C(=O)OC(C)(C)C)CCC)C=C1 tert-butyl 2-(4-aminobenzoyl)-1-propylhydrazin-1-carboxylate